2-fluoro-3-methylbenzamide FC1=C(C(=O)N)C=CC=C1C